ClC1=C(C(=O)O)C=C(C(=C1S(=O)(=O)O)C(=O)O)Cl 2,5-dichloro-3-sulfo-terephthalic acid